1-((1s,8as)-1,4,4,6-tetramethyl-2,3,3a,4,5,8-hexahydro-1H-5,8a-methanoazulen-7-yl)ethanone 2-amino-2-oxo-1-phenylethyl-butyrate NC(C(C1=CC=CC=C1)OC(CCC)=O)=O.C[C@H]1CCC2C(C3C(=C(C[C@@]12C3)C(C)=O)C)(C)C